P(=S)(OCCCCCCCCCCOC(C=C)=O)(O)O acryloyloxydecyl dihydrogen thiophosphate